C(=O)O[C@H]1C([C@H]2CC3=CC(=CC(=C3O[C@@]2(CC1)C)O)\C=C\C1=CC(=C2CCC(OC2=C1)(C)C)OC(NC(CCl)=O)=O)(C)C (2R,4aR,9aR)-7-((E)-2-(5-(((2-chloroacetyl)carbamoyl)oxy)-2,2-dimethylchroman-7-yl)vinyl)-5-hydroxy-1,1,4a-trimethyl-2,3,4,4a,9,9a-hexahydro-1H-xanthen-2-yl formate